(6-(2,3-dichloro-6-hydroxyphenyl)-6,7-dihydro-5H-pyrrolo[2,1-c][1,2,4]triazol-3-yl)-2,2-dimethylpiperidine-1-carboxylic acid tert-butyl ester C(C)(C)(C)OC(=O)N1C(C(CCC1)C=1N2C(=NN1)CC(C2)C2=C(C(=CC=C2O)Cl)Cl)(C)C